CC1C(CC=C(C1)C)CO 2,4-dimethyl-4-cyclohexen-1-ylmethanol